1,3,4-trivinylcyclohexane C(=C)C1CC(C(CC1)C=C)C=C